tert-Butyl 2-(piperidin-3-yloxy)acetate N1CC(CCC1)OCC(=O)OC(C)(C)C